BrC=1C(=CC2=CC3=C(OC(O3)(C3=CC=CC=C3)C)C=C2C1)N 7-bromo-2-methyl-2-phenylnaphtho[2,3-d][1,3]dioxolan-6-amine